(3-[(methoxycarbonyl) amino] phenyl) carbamate C(N)(OC1=CC(=CC=C1)NC(=O)OC)=O